C(C)(C)(C)C1=NC(=NO1)C1=CC=C(C=C1)C(=O)N1C(CN(CC1)C=1OC=2C(=NC(=CC2)Cl)N1)C [4-(5-tert-butyl-1,2,4-oxadiazol-3-yl)phenyl]-[4-(5-chlorooxazolo[4,5-b]pyridin-2-yl)-2-methyl-piperazin-1-yl]methanone